tert-butyl (9-(8-((4-chloro-2-methyl-2H-indazol-5-yl)thio)-(1,2,4)triazolo[4,3-c]pyrimidin-5-yl)-3,9-diazaspiro[5.5]undec-1-yl)carbamate ClC=1C2=CN(N=C2C=CC1SC=1C=2N(C(=NC1)N1CCC3(CCNCC3NC(OC(C)(C)C)=O)CC1)C=NN2)C